1-(4-(tert-butyl)-1H-1,2,3-triazol-1-yl)-methane C(C)(C)(C)C=1N=NN(C1)C